[O-2].[Al+3].[Zn+2].[Cu+2] copper-zinc-aluminum-oxide